(R)-2-((2S,3R)-3-amino-4-(4-fluorophenyl)-2-hydroxybutanamido)-2-(3-(trifluoromethoxy)phenyl)acetic acid N[C@@H]([C@@H](C(=O)N[C@@H](C(=O)O)C1=CC(=CC=C1)OC(F)(F)F)O)CC1=CC=C(C=C1)F